methyl 2-(5-{(1S)-1-[(tert-butoxycarbonyl) amino] ethyl}-3-cyclopropyl-1H-1,2,4-triazol-1-yl)-1,3-thiazole-5-carboxylate C(C)(C)(C)OC(=O)N[C@@H](C)C1=NC(=NN1C=1SC(=CN1)C(=O)OC)C1CC1